FC1(CCOCC1)COC1=C(C=C(C=C1)S(=O)(=O)N)[N+](=O)[O-] 4-((4-Fluorotetrahydro-2H-pyran-4-yl)methoxy)-3-nitrobenzenesulfonamide